CC1(C2=CC=CC=C2C=2C=CC(=CC12)C1=CC(=CC2=NN(N=C21)C2=CC=C(C=C2)C=2C=NC=CC2)C2=CC=1C(C3=CC=CC=C3C1C=C2)(C)C)C 4,6-bis(9,9-dimethyl-9H-fluoren-2-yl)-2-{4-(pyridin-3-yl)phenyl}-2H-benzotriazole